BrC=1C(=C(C=CC1F)C1=C(C(=NC=C1Cl)OC)S(=O)(=O)N)F (3-bromo-2,4-difluorophenyl)-5-chloro-2-methoxypyridine-3-sulfonamide